[N+](=O)([O-])C=1C=CC=2NC3=CC=CC=C3SC2C1 3-nitrophenothiazine